ClC1=C(C(=CC=C1Cl)OC)B(O)O 2,3-dichloro-6-methoxyphenylboronic acid